[Br-].[Br-].P(=O)(O)(O)CCCCN1C2=CC=C(C=C2C=2C=C(C=CC12)CC[NH3+])CC[NH3+] 2,2'-[9-(4-Phosphonobutyl)-9H-carbazole-3,6-diyl]bis(ethan-1-aminium) dibromide